1-bromo-chloroacetone BrCC(=O)CCl